C(=C)(C)C1=C(C=CC=C1)NC(C1=C(C=CC=C1Cl)Cl)=O N-(2-isopropenylphenyl)-2,6-dichlorobenzamide